ClC=1C=CC=2N(C(N=C(C2N1)N1C[C@H]([C@@H](CC1)OC1=CC(=CC=C1)C(F)(F)F)OC)=O)C trans-6-chloro-4-(3-methoxy-4-(3-(trifluoromethyl)phenoxy)piperidin-1-yl)-1-methylpyrido[3,2-d]pyrimidin-2(1H)-one